(4-methyl-1-(pyrimidin-2-yl)piperidin-4-yl)(5-(5-methylpyrazin-2-yl)-4,5-dihydro-1H-pyrazol-1-yl)methanone CC1(CCN(CC1)C1=NC=CC=N1)C(=O)N1N=CCC1C1=NC=C(N=C1)C